methyl 4-[5-chloranyl-2-[2-[2-methyl-4,6-bis(oxidanylidene)-7,8-dihydro-5H-quinazolin-3-yl]ethoxy]phenyl]pyrrolo[1,2-b]pyridazine-7-carboxylate ClC=1C=CC(=C(C1)C=1C=2N(N=CC1)C(=CC2)C(=O)OC)OCCN2C(=NC=1CCC(CC1C2=O)=O)C